2-methyl-9,10-bis(isobutyryloxy)anthracene CC1=CC2=C(C3=CC=CC=C3C(=C2C=C1)OC(C(C)C)=O)OC(C(C)C)=O